N-(2-cyano-4-(8-(4,6-dichloro-1-methyl-1H-benzo[d]imidazol-5-yl)indolizine-3-carbonyl)phenyl)-4-(((1r,4r)-4-methoxycyclohexyl)amino)but-2-enamide C(#N)C1=C(C=CC(=C1)C(=O)C1=CC=C2C(=CC=CN12)C1=C(C2=C(N(C=N2)C)C=C1Cl)Cl)NC(C=CCNC1CCC(CC1)OC)=O